BrC=1C=C2C(=CNC2=CC1)CC(CO)(C)C 3-(5-bromo-indol-3-yl)-2,2-dimethylpropan-1-ol